2-(1,6-Dimethyl-2-oxo-1,2-dihydropyridin-4-yl)-N,N-dimethylbenzamide CN1C(C=C(C=C1C)C1=C(C(=O)N(C)C)C=CC=C1)=O